CC1OC(CN(C1)C=1SC2=C(N1)C=CC(=C2)N)C 2-(2,6-dimethylmorpholino)benzo[d]thiazol-6-amine